FC(C(C(F)(F)F)(O)C1=CC=C(C=O)C=C1)(F)F 4-(1,1,1,3,3,3-hexafluoro-2-hydroxypropan-2-yl)benzaldehyde